ClC=1C=C(C(=C(C#N)C1)F)OC1=C(N=CN(C1=O)CC1=CC=C(C=C1)OC)C(C)(F)F 5-chloro-3-((4-(1,1-difluoroethyl)-1-(4-methoxybenzyl)-6-oxo-1,6-dihydropyrimidin-5-yl)oxy)-2-fluorobenzonitrile